3-METHOXY-2,2-DIMETHYLPROPANOIC ACID COCC(C(=O)O)(C)C